(2S,4R)-1-(1H-Indole-2-carbonyl)-4-methoxy-N-((S)-1-oxo-3-((S)-2-oxopyrrolidin-3-yl)propan-2-yl)pyrrolidine-2-carboxamide N1C(=CC2=CC=CC=C12)C(=O)N1[C@@H](C[C@H](C1)OC)C(=O)N[C@H](C=O)C[C@H]1C(NCC1)=O